NCC1=CC(=C(C(=C1)C)NC(=O)C1=CC2=C(OCCC3=C2SC=C3)C=C1C=1C(=NC(=CC1)C(NC(C)C1=CC=CC=C1)=O)C(=O)O)C 3-(9-((4-(aminomethyl)-2,6-dimethylphenyl)carbamoyl)-4,5-dihydrobenzo[b]thieno[2,3-d]oxepin-8-yl)-6-((1-phenylethyl)carbamoyl)picolinic acid